[N+](=O)([O-])[O-].[Na+].O water sodium nitrate